2-(2-((1,8-diazaspiro[4.5]decan-1-yl)methyl)-5-(trifluoromethyl)phenoxy)acetic acid hydrochloride Cl.N1(CCCC12CCNCC2)CC2=C(OCC(=O)O)C=C(C=C2)C(F)(F)F